CC1=C(C=CC2=CC=C(C=C12)C)C 1,2,7-trimethylnaphthalene